3,5-dichloro-2-[6-[(2S)-2-(hydroxymethyl)morpholin-4-yl]pyridazin-3-yl]phenol ClC=1C(=C(C=C(C1)Cl)O)C=1N=NC(=CC1)N1C[C@H](OCC1)CO